2'-[Ethane-1,2-diylbis(oxy)]di(ethan-1-ol) C(COCCO)OCCO